ClC=1C(=NC=CC1)OC[C@@H]1N(CCC1)C1=C(C=C2C(C(=CN(C2=C1)C1=NC=CN=C1)C(=O)O)=O)F 7-[(2R)-2-[[(3-chloropyridin-2-yl)oxy]methyl]pyrrolidin-1-yl]-6-fluoro-4-oxo-1-(pyrazin-2-yl)quinoline-3-carboxylic acid